chlorophenyloxazole ClC=1N=C(OC1)C1=CC=CC=C1